C(CCC)C1=NC(=NN1C1=CC=C(C=C1)C1=CC=NN1C)C1=CC=C(OCCCN(CC)CC)C=C1 3-(4-(5-Butyl-1-(4-(1-methyl-1H-pyrazol-5-yl)phenyl)-1H-1,2,4-triazol-3-yl)phenoxy)-N,N-diethylpropan-1-amine